N1=C(C=CC=C1)C#CC=1SC=C(N1)/C=N/O (E)-2-(pyridin-2-ylethynyl)thiazole-4-carbaldehyde oxime